C(C)N([C@@H](C)C(=O)O)NC.C1(C#CCCCCC1)OCCOCC 2-(2-(cycloocta-2-yn-1-yloxy)ethoxy)ethane ethyl-(methylamino)alaninate